5-bromo-indolin-2-one BrC=1C=C2CC(NC2=CC1)=O